N-{1-[5-(1H-indol-5-yl)-thiophen-2-yl]-ethyl}-6,7-dimethoxy-2-methylquinazolin-4-amine N1C=CC2=CC(=CC=C12)C1=CC=C(S1)C(C)NC1=NC(=NC2=CC(=C(C=C12)OC)OC)C